N1(CCNCCC1)C(CCC)C1=NC2=CC=C(C(=C2C(N1CC)=O)F)Br 2-(1-(1,4-diazepan-1-yl)butyl)-6-bromo-3-ethyl-5-fluoroquinazolin-4(3H)-one